N-(5-(1,1-dioxidothietane-3-carbonyl)-5,6-dihydro-4H-pyrrolo[3,4-d]thiazol-2-yl)-4-(2-methoxyphenyl)-6-methylnicotinamide O=S1(CC(C1)C(=O)N1CC=2N=C(SC2C1)NC(C1=CN=C(C=C1C1=C(C=CC=C1)OC)C)=O)=O